NC=1C2=C(N=CN1)N(C=C2C=2C(=C(C=CC2)NS(=O)(=O)C2=C(C=C(C(=C2)Cl)OC)F)C)C N-[3-(4-amino-7-methyl-7H-pyrrolo[2,3-d]pyrimidin-5-yl)-2-methyl-phenyl]-5-chloro-2-fluoro-4-methoxy-benzenesulfonamide